hept-ene C=CCCCCC